[Cl-].C(C)O[Si](CCC[N+](C)(CCCCCCCC)CCCCCCCC)(OCC)OCC 3-(triethoxysilyl)propyl-di-n-octylmethyl-ammonium chloride